2-(4-(3-(2-(2,6-dioxopiperidin-3-yl)-1-oxoisoindolin-4-yl)propyl)piperazin-1-yl)acetic acid TFA salt OC(=O)C(F)(F)F.O=C1NC(CCC1N1C(C2=CC=CC(=C2C1)CCCN1CCN(CC1)CC(=O)O)=O)=O